ClC=1C=C(C=CC1)N1N=CC(=C1)C1=CC=C2C(=C(N3C(C2=C1)=NC=N3)C(=O)OC)O methyl 9-(1-(3-chlorophenyl)-1H-pyrazol-4-yl)-6-hydroxy-[1,2,4]triazolo[5,1-a]isoquinoline-5-carboxylate